FC=1C=C(C=C(C1F)F)C=1N=NN(C1)[C@@H]1[C@H]([C@H](O[C@@H]([C@@H]1O)CO)[S@](=O)C=1C=NC=C(C1)Br)O R-5-Bromopyridin-3-yl 3-deoxy-3-[4-(3,4,5-trifluorophenyl)-1H-1,2,3-triazol-1-yl]-α-D-galactopyranosyl sulfoxide